ClC=1C(=C(C=CC1)C=1C(=CC=2N=C(N=C(C2N1)N)C(F)F)C=C)C (3-chloro-2-methylphenyl)-2-(difluoromethyl)-7-vinylpyrido[3,2-d]pyrimidin-4-amine